3-bromo-2,3,4,5-tetrahydro-2-oxo-1H-1-benzazepine BrC1C(NC2=C(CC1)C=CC=C2)=O